ClC=1C=C(C=C(C1CC1=CC(=C(C=C1)O)C(C)C)Cl)CC(=O)O 2-(3,5-dichloro-4-(4-hydroxy-3-isopropylbenzyl)phenyl)acetic acid